FC=1C=C(C=CC1)C1=NN(N=C1)C(CC(=O)C1=CC=CC=C1)C1=CC=CC=C1 3-(4-(3-fluorophenyl)-2H-1,2,3-triazol-2-yl)-1,3-diphenylpropan-1-one